1-(5-(1-(3,5-difluorobenzyl)-2-methyl-1H-imidazo[4,5-b]pyridin-6-yl)-5H-pyrrolo[2,3-b]pyrazin-3-yl)pyrrolidin-2-one FC=1C=C(CN2C(=NC3=NC=C(C=C32)N3C=CC=2C3=NC(=CN2)N2C(CCC2)=O)C)C=C(C1)F